5-methyl-1-((S or R)-1-(((R)-phenyl((R)-1,2,3,4-tetrahydropyrido[2,3-b]pyrazin-3-yl)methyl)amino)propan-2-yl)-1H-pyrazole-3-carbonitrile CC1=CC(=NN1[C@H](CN[C@@H]([C@H]1CNC2=C(N1)N=CC=C2)C2=CC=CC=C2)C)C#N |o1:6|